NC1=C2C(=NC=N1)N(N=C2C2=CC=C(C=C2)OC2=C(C(=CC=C2)OC)F)C2CCC(CC2)N2CCN(CC2)C2CN(C2)C=2C=CC(=NC2)C(=O)[O-] 5-(3-(4-(4-(4-amino-3-(4-(2-fluoro-3-methoxyphenoxy)phenyl)-1H-pyrazolo[3,4-d]pyrimidin-1-yl)cyclohexyl)piperazin-1-yl)azetidin-1-yl)picolinate